5-(2,2,2-trifluoroethoxy)-pyrimidine FC(COC=1C=NC=NC1)(F)F